C(C)OC=1C=C(C=CC1O)C=[N+](C)[O-] 1-(3-ethoxy-4-hydroxyphenyl)-N-methylmethanimine oxide